5-(5-methoxy-1,2,3,4-tetrahydro-2,6-naphthyridine-2-carbonyl)-6-methyl-N-(1-methylcyclopropyl)furo[2,3-d]pyrimidin-4-amine COC1=C2CCN(CC2=CC=N1)C(=O)C1=C(OC=2N=CN=C(C21)NC2(CC2)C)C